2-(2-(4,7,10-tris(2-(tert-butoxy)-2-oxoethyl)-1,4,7,10-tetraazacyclododecane-1-yl)acetoxy)acetic acid C(C)(C)(C)OC(CN1CCN(CCN(CCN(CC1)CC(OC(C)(C)C)=O)CC(OC(C)(C)C)=O)CC(=O)OCC(=O)O)=O